CC1(OCCO1)CC=O 2-methyl-1,3-dioxolane-2-acetaldehyde